CN1OC(C2C1C(CC(C2C)C)C)(C)C 1,3,3,4,5,7-Hexamethyloctahydrobenzo[c]isoxazol